N-[(1R,3S)-3-{[6-methyl-2-(trifluoromethyl)quinolin-4-yl]amino}cyclohexyl]-1H-indole-4-carboxamide CC=1C=C2C(=CC(=NC2=CC1)C(F)(F)F)N[C@@H]1C[C@@H](CCC1)NC(=O)C=1C=2C=CNC2C=CC1